ClC1=CC=C(S1)CNC1=CC(=NN1C(C(C)(C)C)=O)C1CC2CCC(C1)N2S(=O)(=O)C 1-(5-[(5-chlorothiophen-2-yl)methyl]amino-3-8-methanesulfonyl-8-azabicyclo[3.2.1]octan-3-yl-1H-pyrazol-1-yl)-2,2-dimethylpropan-1-one